C(C)[C@H]1OC2=C(C=C3C=NNC3=C2)CNC1 (R)-8-ethyl-5,6,7,8-tetrahydro-1H-[1,4]oxazepino[6,7-f]indazole